(S)-N1-7-pyridin-2-ylbenzothiazol-2-ylpyrrolidine-1,2-dicarboxamide N1=C(C=CC=C1)C1=CC=CC=2N=C(SC21)NC(=O)N2[C@@H](CCC2)C(=O)N